7,8,9,10-tetrahydro-8-(trifluoroacetyl)-6,10-methano-6H-pyrazino(2,3-H)(3)benzazepine FC(C(=O)N1CC2C3=C(C(C1)C2)C=C2C(=C3)N=CC=N2)(F)F